COC1=C(C=C(C=N1)CC=O)C(F)(F)F 2-(6-methoxy-5-(trifluoromethyl)pyridin-3-yl)acetaldehyde